2-Amino-5-[4-[1-(2,6-dioxo-3-piperidyl)-3-methyl-2-oxo-benzimidazol-5-yl]piperidine-1-carbonyl]benzoic acid NC1=C(C(=O)O)C=C(C=C1)C(=O)N1CCC(CC1)C1=CC2=C(N(C(N2C)=O)C2C(NC(CC2)=O)=O)C=C1